N-([1,1'-Biphenyl]-4-yl)-N-(4-(6-([1,1'-Biphenyl]-4-yl-(9,9-dimethyl-9H-fluoren-2-yl)amino)-1,3,3-trimethyl-2,3-dihydro-1H-inden-1-yl)phenyl)-9,9-dimethyl-9H-fluoren-2-amine C1(=CC=C(C=C1)N(C1=CC=2C(C3=CC=CC=C3C2C=C1)(C)C)C1=CC=C(C=C1)C1(CC(C2=CC=C(C=C12)N(C1=CC=2C(C3=CC=CC=C3C2C=C1)(C)C)C1=CC=C(C=C1)C1=CC=CC=C1)(C)C)C)C1=CC=CC=C1